N1(C=NC=C1)C=1N=CC=2N=CN=C(C2N1)NC1=CC=CC=C1 6-(1H-imidazol-1-yl)-N-phenyl-[1,3]-diazino[5,4-d]pyrimidin-4-amine